C(C)(C)(C)OC(=O)N1C(CCCC1)CSC=1C(=NN(C1)C)C(F)F (((3-(difluoromethyl)-1-methyl-1H-pyrazol-4-yl)thio)methyl)piperidine-1-carboxylic acid tert-butyl ester